(S)-3-((S)-sec-butyl)-4-(3-(pyrrolidin-1-yl)azetidine-1-carbonyl)-1,3,4,5-tetrahydro-2H-benzo[e][1,4]diazepin-2-one [C@H](C)(CC)[C@@H]1N(CC2=C(NC1=O)C=CC=C2)C(=O)N2CC(C2)N2CCCC2